(2S,4r)-4-hydroxy-1-[(2S)-2-[4-[(2-methoxyphenyl)thiomethyl]triazol-1-yl]-3,3-dimethyl-butyryl]-N-methyl-pyrrolidine-2-carboxamide O[C@@H]1C[C@H](N(C1)C([C@H](C(C)(C)C)N1N=NC(=C1)CSC1=C(C=CC=C1)OC)=O)C(=O)NC